C(#N)N1[C@H]2[C@@H](C[C@@H]1CC2)NC(=O)C=2C=NC(=CC2)C2=CC(=CC=C2)C2(CC2)C#N N-((1R,2R,4S)-7-cyano-7-azabicyclo[2.2.1]heptan-2-yl)-6-(3-(1-cyanocyclopropyl)phenyl)-3-pyridinecarboxamide